NC1=NC=CC(=N1)OC1=CC(=C(C=C1)N1C(N(CC1=O)C=1C=NC=C(C1)C(F)(F)F)=O)CC 3-{4-[(2-amino-4-pyrimidinyl)oxy]-2-ethylphenyl}-1-[5-(trifluoromethyl)-3-pyridinyl]-2,4-imidazolidinedione